(S)-6-((4-((2-hydroxy-1-phenylethyl)amino)-5-(5-methyl-1,3,4-oxadiazol-2-yl)pyrimidin-2-yl)amino)-1-methyl-1,2-dihydro-3H-pyrazolo[3,4-b]pyridin-3-one OC[C@H](C1=CC=CC=C1)NC1=NC(=NC=C1C=1OC(=NN1)C)NC1=CC=C2C(=N1)N(NC2=O)C